N-(5-chloro-2-(3-hydroxy-3-methylpyrrolidin-1-yl)phenyl)-5-(tetrahydro-2H-pyran-4-yl)furan-2-carboxamide ClC=1C=CC(=C(C1)NC(=O)C=1OC(=CC1)C1CCOCC1)N1CC(CC1)(C)O